2-(1-methyl-1H-pyrazol-4-yl)-N-(4-(trifluoromethyl)phenyl)-1H-pyrrolo[3,2-c]pyridin-6-amine CN1N=CC(=C1)C1=CC=2C=NC(=CC2N1)NC1=CC=C(C=C1)C(F)(F)F